Methyl 4-acetyl-3,4-dihydro-2H-benzo[b][1,4]oxazine-5-carboxylate C(C)(=O)N1C2=C(OCC1)C=CC=C2C(=O)OC